Tert-butyl (S,Z)-(((tert-butoxycarbonyl)amino)(2-(3-(1-heptyl-1H-indol-4-yl)-1,2,4-oxadiazol-5-yl)pyrrolidin-1-yl)methylene)carbamate C(C)(C)(C)OC(=O)N/C(/N1[C@@H](CCC1)C1=NC(=NO1)C1=C2C=CN(C2=CC=C1)CCCCCCC)=N/C(OC(C)(C)C)=O